OC1=C(C(=CC(=C1)C#N)C)B(O)O (2-hydroxy-6-methyl-4-cyano-phenyl)boronic acid